6-bromo-1-((2-(trimethylsilyl)ethoxy)methyl)-1H-imidazo[4,5-b]pyridine BrC=1C=C2C(=NC1)N=CN2COCC[Si](C)(C)C